C(CCCCCCCCCC)(=O)OCC undecanoic acid, ethyl ester